1-(3-((4-(bis(4-chlorophenyl)methyl)piperazin-1-yl)methyl)-4-(trifluoromethyl)phenyl)-N,N-dimethylpiperidin-3-amine ClC1=CC=C(C=C1)C(N1CCN(CC1)CC=1C=C(C=CC1C(F)(F)F)N1CC(CCC1)N(C)C)C1=CC=C(C=C1)Cl